[C@H](C)(CC)NC1=NC=C(C(=N1)N[C@H]1C[C@H]([C@@H](CC1)C)O)C(=O)N 2-((S)-sec-butylamino)-4-(((1r,3r,4r)-3-hydroxy-4-methylcyclohexyl)amino)pyrimidine-5-carboxamide